NC1(COC1)CNC1=NC(=NC2=CC=C(C=C12)C)N1C2=C(S(C3=C(C1)C=CC=C3)(=O)=O)C=CC=C2 10-(4-(((3-aminooxetan-3-yl)methyl)amino)-6-methylquinazolin-2-yl)-10,11-dihydrodibenzo[b,f][1,4]thiazepine-5,5-Dioxide